N-(3-aminopropyl)-3-aminopropanesulfonic acid, ammonium salt [NH4+].NCCCNCCCS(=O)(=O)[O-]